OC=1C=2N(C=C(C1)C1=CC=C(C=C1)N1CCN(CC1)C)N=CC2C#N 4-Hydroxy-6-(4-(4-methylpiperazin-1-yl)phenyl)pyrazolo[1,5-a]pyridine-3-carbonitrile